N1=CC=CC2=CC=CC(=C12)NC(C(C=C)CC)=O N-(8-quinolyl)-2-ethyl-3-butenamide